FC=1C=C(C=NC1)N1N=C(C=C(C1=O)C(=O)N[C@H](CO)C(C)C)C=1C=NC(=CC1)C(F)(F)F 2-(5-fluoropyridin-3-yl)-N-[(2S)-1-hydroxy-3-methylbut-2-yl]-3-oxo-6-[6-(trifluoromethyl)pyridin-3-yl]-2,3-dihydropyridazine-4-carboxamide